4-methyl-2-oxo-2H-benzopyran-7-yl vinylsulfonate C(=C)S(=O)(=O)OC1=CC2=C(C(=CC(O2)=O)C)C=C1